[4-(difluoromethyl)bicyclo[2.2.2]octan-1-yl][(2S,5S)-2,3-dihydro-2,5-methano-1,4-benzoxazepin-4(5H)-yl]methanone FC(C12CCC(CC1)(CC2)C(=O)N2C[C@H]1OC3=C([C@@H]2C1)C=CC=C3)F